FC=1C=C(C=C(C1F)F)C1=NOC(=C1)CNC(CC)=O N-((3-(3,4,5-trifluorophenyl)isoxazol-5-yl)methyl)propanamide